3-(Quinoxalin-6-yl)-3-(5-(2-(5,6,7,8-tetrahydro-1,8-naphthyridin-2-yl)eth-oxy)-1H-indazol-1-yl)propanoic acid N1=CC=NC2=CC(=CC=C12)C(CC(=O)O)N1N=CC2=CC(=CC=C12)OCCC1=NC=2NCCCC2C=C1